4,6-dimethyl-pyrimidine-5-carboxylic acid methyl ester COC(=O)C=1C(=NC=NC1C)C